COC1=CC=C(C=N1)C=1N=C(NC1)C1N(CCCC1)C(C(C)SC)=O 1-(2-(4-(6-methoxypyridin-3-yl)-1H-imidazol-2-yl)piperidin-1-yl)-2-(methylthio)propan-1-one